CN(CCOC1=C(C=C2C(=N1)OC(C2)(C)C)C(=O)NC2=NC(=CC=C2)C=2C=NN(C2)C)C 6-(2-(Dimethylamino)ethoxy)-2,2-dimethyl-N-(6-(1-methyl-1H-pyrazol-4-yl)pyridin-2-yl)-2,3-dihydrofuro[2,3-b]pyridine-5-carboxamide